2-(difluoromethyl)-5-fluoroaniline FC(C1=C(N)C=C(C=C1)F)F